5-(5-Bromoimidazo[1,2-c]pyrimidin-8-yl)-N-methyl-N-(piperidin-4-yl)[1,3]thiazolo[5,4-d][1,3]thiazol-2-amin BrC1=NC=C(C=2N1C=CN2)C=2SC1=C(N2)SC(=N1)N(C1CCNCC1)C